FC1(CCC(CC1)NC1=CC(=C(C=C1)F)N)F N1-(4,4-difluorocyclohexyl)-4-fluorobenzene-1,3-diamine